F[B-](F)(F)F.C1(=CC=CC=C1)C1=[S+]C(=CC=C1)C1=CC=CC=C1 2,6-Diphenylthiopyranium tetrafluoroborate